N1=CC=CC2=CC=C(C=C12)C12CC(C1)(C2)N 3-(quinolin-7-yl)bicyclo[1.1.1]pentan-1-amine